ClC1=NC=C(C(=C1)C1=C(C=NC(=C1)C)C(=O)NC=1SC(=NN1)OC1CCC(CC1)[C@H](C)O)OC 2'-chloro-N-(5-(((1S,4s)-4-((R)-1-hydroxyethyl)cyclohexyl)oxy)-1,3,4-thiadiazol-2-yl)-5'-methoxy-6-methyl-(4,4'-bipyridine)-3-carboxamide